2-azido-2,2-difluoroethanol N(=[N+]=[N-])C(CO)(F)F